tert-butyl (E)-(6-(2-ethoxyvinyl)-4-(trifluoromethyl)pyridin-2-yl)(2-((2-methoxy-4-methylphenyl)(methyl)amino)-2-oxoethyl)carbamate C(C)O/C=C/C1=CC(=CC(=N1)N(C(OC(C)(C)C)=O)CC(=O)N(C)C1=C(C=C(C=C1)C)OC)C(F)(F)F